cyclobut-1-en C1=CCC1